bis(4,4,7,7-tetramethyl-4,5,6,7-tetrahydrobenzo[b]thiophen-3-yl)amine CC1(CCC(C=2SC=C(C21)NC=2C1=C(SC2)C(CCC1(C)C)(C)C)(C)C)C